methyl cis-2-(((cis-4-(2-chlorophenyl)cyclohexyl)oxy)-methyl)-3-((methylsulfonyl)amino)piperidine-1-carboxylate ClC1=C(C=CC=C1)[C@H]1CC[C@H](CC1)OC[C@@H]1N(CCC[C@@H]1NS(=O)(=O)C)C(=O)OC